((4,6-dimethyl-2-carbonyl-1,2-dihydropyridin-3-yl)methyl)-3-(ethyl-(tetrahydro-2H-pyran-4-yl)amino)-2-methyl-5-(1-morpholino-2,3-dihydro-1H-inden-5-yl)benzamide CC1=C(C(NC(=C1)C)=C=O)CC1=C(C(=C(C(=O)N)C=C1C=1C=C2CCC(C2=CC1)N1CCOCC1)C)N(C1CCOCC1)CC